ClC1=C(C=C2C(=C(N(C2=C1F)C)C1=NN=C(N1)C(C)F)C=1C=NNC1)OC 6-chloro-7-fluoro-2-(5-(1-fluoroethyl)-4H-1,2,4-triazol-3-yl)-5-methoxy-1-methyl-3-(1H-pyrazol-4-yl)-1H-indole